NCCNC(=O)N1CCN(CC1)C(C1=C(C=C(C=C1)NC=1C=2N(C=CN1)C(=CN2)C=2C(=NN(C2)CC#N)C(F)(F)F)Cl)=O N-(2-aminoethyl)-4-[2-chloro-4-[[3-[1-(cyanomethyl)-3-(trifluoromethyl)pyrazol-4-yl]imidazo[1,2-a]pyrazin-8-yl]amino]benzoyl]piperazine-1-carboxamide